Butyl-2-((6aS,10aR)-6a,7,10,10a-tetrahydro-1-hydroxy-6,6,9-trimethyl-6H-benzo[c]chromen-3-yl)-2-methylpropanoate C(CCC)OC(C(C)(C)C1=CC(=C2[C@H]3[C@@H](C(OC2=C1)(C)C)CC=C(C3)C)O)=O